BrC=1C=NC(=C(C(=O)NC=2C=C(C=CC2)[S@@](=O)(C)=NC(OC(C)(C)C)=O)C1C)N1CCC(CCC1)(F)F tert-butyl (S)-((3-(5-bromo-2-(4,4-difluoroazepan-1-yl)-4-methylnicotinamido)phenyl)(methyl)(oxo)-λ6-sulfaneylidene)carbamate